N-(6-Cyclopropyl-4-(4-fluoro-2-(4-methyl-4H-1,2,4-triazol-3-yl)phenyl)pyridin-2-yl)-5-((isobutylamino)methyl)-2-oxo-1-(2,2,2-trifluoroethyl)-1,2-dihydropyridine-3-carboxamide C1(CC1)C1=CC(=CC(=N1)NC(=O)C=1C(N(C=C(C1)CNCC(C)C)CC(F)(F)F)=O)C1=C(C=C(C=C1)F)C1=NN=CN1C